2-(tert-butylamino)-6,7-dihydrobenzo[6,7]cyclohepta[1,2-d][1,3]oxazin-4(5H)-one C(C)(C)(C)NC=1OC(C2=C(N1)C1=C(CCC2)C=CC=C1)=O